C(CCC)N(C1=C(C=C2C(=C(C(OC2=C1)=O)C=C(C#N)C=1CN(C=CC1)C)SC1=CC(=CC=C1)OC)[N+](=O)[O-])CCCCCC 3-(2-(7-(butyl-(hexyl)amino)-4-((3-methoxyphenyl)thio)-6-nitro-2-oxo-2H-chromen-3-yl)-1-cyanovinyl)-1-methylpyridine